C[NH+](CCO)C dimethyl-(2-hydroxyethyl)ammonium